(2S)-2-amino-3-methyl-butyric acid N[C@H](C(=O)O)C(C)C